O[C@@H]1[C@H](CCCC1)NC(=O)C=1C=NC(=CC1)C N-[(1S,2S)-2-hydroxycyclohexyl]-6-methylpyridin-3-carboxamide